FC1=CC=C(C=C1)C1=NN(C[C@@H]1C1=CC=CC=C1)/C(/NCCS(N)(=O)=O)=N/S(=O)(=O)C1=CC=C(C=C1)C(F)(F)F (S,E)-3-(4-fluorophenyl)-4-phenyl-N-(2-sulfamoylethyl)-N'-((4-(trifluoromethyl)phenyl)sulfonyl)-4,5-dihydro-1H-pyrazole-1-carboximidamide